diammonium water O.[NH4+].[NH4+]